ClC=1C(=C(NC2=NC=NC3=CC=C(C=C23)C2(CN(C2)C(C=C)=O)CCO)C=CC1Cl)F 1-[3-[4-(3,4-dichloro-2-fluoro-anilino)quinazolin-6-yl]-3-(2-hydroxyethyl)azetidin-1-yl]prop-2-en-1-one